P(=O)(OCC(NC(CCCC(=O)ON1C(CCC1=O)=O)=O)C[C@H](COC(CCCCCCCCCCCCCCCCC)=O)OC(CCCCCCCCCCCCCCCCC)=O)([O-])[O-].[Na+].[Na+] sodium [(2R)-2,3-di(octadecanoyloxy)propyl]2-[[5-(2,5-dioxopyrrolidin-1-yl)oxy-5-oxo-pentanoyl]amino]ethyl phosphate